2,3,5,6-tetrafluoro-4-(trifluoromethyl)aniline FC1=C(N)C(=C(C(=C1F)C(F)(F)F)F)F